C1(CC1)CC1=C(C(=NN1C=1SC=C(N1)C(=O)O)C1=CC(=CC=C1)OC1=CC=C(C=C1)C(F)(F)F)CC1=CC=C(C=C1)S(N)(=O)=O 2-(5-(cyclopropylmethyl)-4-(4-sulfamoylbenzyl)-3-(3-(4-(trifluoromethyl)phenoxy)phenyl)-1H-pyrazol-1-yl)thiazole-4-carboxylic acid